C(C)N(C1=CC=C(C=C1)C1(OC(=O)C2=CC(=CC=C12)N(C)C)C1=CC=C(C=C1)N(CC)CC)CC 3,3-bis(p-diethylaminophenyl)-6-dimethylaminophthalide